ClC1=CC=CC(=N1)C(=O)NC1=NC=C(C=C1)C1(CCC1)C(NC=1C=NC(=CC1)F)=O 6-chloro-N-(5-{1-[(6-fluoropyridin-3-yl)carbamoyl]cyclobutyl}pyridin-2-yl)pyridine-2-carboxamide